tert-butyl (R)-4-(3-cyano-2'-ethoxy-[1,1'-biphenyl]-4-yl)-3-ethylpiperazine-1-carboxylate C(#N)C=1C=C(C=CC1N1[C@@H](CN(CC1)C(=O)OC(C)(C)C)CC)C1=C(C=CC=C1)OCC